C(C)(C)(C)OC(=O)N1C[C@@H](C[C@@H](C1)C)OCCOC=1C=C(C=C2C=C(C(N(C12)C)=O)OCC(=O)NC)N (3R,5S)-3-[2-[[6-amino-1-methyl-3-[2-(methylamino)-2-oxo-ethoxy]-2-oxo-8-quinolinyl]oxy]ethoxy]-5-methyl-piperidine-1-carboxylic acid tert-butyl ester